The molecule is a member of the class of 1-benzofurans that is 1-benzofuran-2(3H)-one substituted by a propenyl group at position 4, hydroxy groups at positions 5 and 6, methyl group at position 3 and a [(2E)-3-carboxyprop-2-enoyl]nitrilo group at position 3. Isolated from the fermentation broth of Aspergillus fumisynnematus F746, it exhibits antibacterial activity. It has a role as an antibacterial agent, an EC 3.5.1.88 (peptide deformylase) inhibitor and an Aspergillus metabolite. It is a member of 1-benzofurans, a gamma-lactone, a polyphenol, a monocarboxylic acid and a dicarboxylic acid monoamide. C/C=C/C1=C(C(=CC2=C1[C@@](C(=O)O2)(C)NC(=O)/C=C/C(=O)O)O)O